alpha-methyl-2,6-difluorophenyl-alanine CC(NC1=C(C=CC=C1F)F)(C)C(=O)O